C(C)N1CCN(CC1)C1=CC=C(C=C1)NC1=NC=CC(=C1)NC=1C=C(C(=O)NC)C=CC1 3-((2-((4-(4-Ethylpiperazin-1-yl)phenyl)amino)pyridin-4-yl)amino)-N-methylbenzamide